C(C)N(CCNC=1C=C2C3=C(C=NC2=CC1)C(C1=C3C=NC(=N1)C(F)(F)F)=O)CC 2-((2-(diethylamino)ethyl)amino)-9-(trifluoromethyl)-7H-pyrimido[5',4':3,4]cyclopenta[1,2-c]quinolin-7-one